S1C(=NC2=C1C=CC=C2)C=2C=CC(=C(OCCCCCCCC(=O)NO)C2)OC 8-(5-(benzo[d]thiazol-2-yl)-2-methoxyphenoxy)-N-hydroxyoctanoamide